Cl.CN(C(CN)C1=CSC=C1)C N,N-dimethyl-1-(thiophen-3-yl)ethane-1,2-diamine hydrochloride